NCC1CN2CCC1(CC2)F 3-(aminomethyl)-4-fluoroquinuclidin